C(C=C)(=O)N1[C@@H](CN(CC1)C1=NC(=C(C=2CN(CCC12)C1=CC=CC2=CC=CC(=C12)Cl)C#N)OC[C@H]1N(CCC1)C)CC#N 1-((R)-4-acryloyl-3-(cyanomethyl)piperazin-1-yl)-6-(8-chloronaphthalen-1-yl)-3-(((S)-1-methylpyrrolidin-2-yl)methoxy)-5,6,7,8-tetrahydro-2,6-naphthyridine-4-carbonitrile